FC(CC(O)C1=CC=C(C=C1)F)(F)F 3,3,3-trifluoro-1-(4-fluorophenyl)propan-1-ol